tetradecyl N,N-dimethylaminoacetate CN(C)CC(=O)OCCCCCCCCCCCCCC